3-(5-((4-benzylpiperidin-1-yl)methyl)-4H-1,2,4-triazol-3-yl)-7-chloro-1H-indole C(C1=CC=CC=C1)C1CCN(CC1)CC=1NC(=NN1)C1=CNC2=C(C=CC=C12)Cl